CC1=CC=CC(=N1)C1=CC=C(C=C1)C1=NNC2=NC=C(C=C21)C=2C=CC1=C(CC[C@H](CC1)N1C3COCC1C3)C2 6-[(7S)-2-{3-[4-(6-Methylpyridin-2-yl)phenyl]-1H-pyrazolo[3,4-b]pyridin-5-yl}-6,7,8,9-tetrahydro-5H-benzo[7]annulen-7-yl]-3-oxa-6-azabicyclo[3.1.1]heptane